C(C)(=O)[O-].C(CCCCCCCCCCC)[N+]1(CCCC1)CC 1-Dodecyl-1-ethylpyrrolidinium acetat